C(C1=CC=CC=C1)N(C(=O)C1=CC2=CC=CC=C2C=C1)[C@@H]1O[C@@H]([C@@H]([C@@H]([C@H]1O)N1N=NC(=C1)C1=CC(=CC=C1)F)O)CO N-benzyl-N-((2R,3R,4S,5R,6R)-4-(4-(3-fluorophenyl)-1H-1,2,3-triazol-1-yl)-3,5-dihydroxy-6-(hydroxymethyl)tetrahydro-2H-pyran-2-yl)-2-naphthamide